CC1=C(C=CC(=C1)N1CCC(CC1)C(F)(F)F)NC1=CC2=C(NC(COC2)=O)C=C1 7-((2-methyl-4-(4-(trifluoromethyl)piperidin-1-yl)phenyl)amino)-1,5-dihydrobenzo[e][1,4]oxazepin-2(3H)-one